C(CCC)OC(=O)N1CCC2(CC(C2)C2=CC(=CC=C2)C(C)(C)C)CC1.CC=1N=C(SC1)C#C[Si](C)(C)C 4-methyl-2-((trimethylsilyl)ethynyl)thiazole butyl-2-(3-(tert-butyl)phenyl)-7-azaspiro[3.5]nonane-7-carboxylate